C(C1=CC=CC=C1)OC(=O)NC(C(=O)[O-])CNC(=O)C1=CC2=NC=CC(=C2S1)C 2-(((benzyloxy)carbonyl)amino)-3-(7-methylthieno[3,2-b]pyridine-2-carboxamido)propanoate